C(C)(C)(C)OC(NCC(=O)NCC(=O)NCCNC(CN=[N+]=[N-])=O)=O.ClC=1C(=CC(=C(C1)S(=O)(=O)NC=1N=CSC1)F)OC1(CC1)C1=CC=CC=C1 5-chloro-2-fluoro-4-(1-phenylcyclopropoxy)-N-(thiazol-4-yl)benzenesulfonamide tert-butyl-N-[2-[[2-[2-[(2-azidoacetyl)amino]ethylamino]-2-oxo-ethyl]amino]-2-oxo-ethyl]carbamate